C1(=CC=CC=C1)C1CC(=NO1)C(=O)O 5-phenyl-4,5-dihydroisoxazole-3-carboxylic acid